tert-butyl ((1-(4-methylbenzyl)pyrrolidin-3-yl)methyl)carbamate CC1=CC=C(CN2CC(CC2)CNC(OC(C)(C)C)=O)C=C1